C(C)OC1CCC(CC1)CC1=C(N(C2=CC(=CC=C12)F)C(=O)N1CCC(CC1)(C(=O)N[C@@H]1[C@H](C[C@H](CC1)C(=O)O)C)C1=CC=C(C=C1)F)C (1S,3S,4S)-4-(1-(3-(((1r,4S)-4-ethoxycyclohexyl)methyl)-6-fluoro-2-methyl-1H-indole-1-carbonyl)-4-(4-fluorophenyl)piperidine-4-carboxamido)-3-methyl-cyclohexane-1-carboxylic acid